2-{4-[5-chloro-2-(1,3-oxazol-5-yl)phenyl]-5-methoxy-2-oxopyridin-1(2H)-yl}-4-methoxy-N-(2-methyl-2H-indazol-5-yl)butanamide ClC=1C=CC(=C(C1)C1=CC(N(C=C1OC)C(C(=O)NC1=CC2=CN(N=C2C=C1)C)CCOC)=O)C1=CN=CO1